1-(1-{5-Chloro-3-[1-(2,2-difluoroethyl)azetidin-3-yl]-2-ethoxy-4-fluorophenyl}ethyl)-3-methyl-1H-pyrazolo[3,4-d]pyrimidin ClC=1C(=C(C(=C(C1)C(C)N1N=C(C=2C1=NC=NC2)C)OCC)C2CN(C2)CC(F)F)F